5-chloro-2-(4-cyano-2-methoxyphenoxy)-4-methyl-N-(3-(S-methylamino-sulfinyl)phenyl)nicotinamide Lead-Bismuth-Tin [Sn].[Bi].[Pb].ClC=1C=NC(=C(C(=O)NC2=CC(=CC=C2)S(=O)NC)C1C)OC1=C(C=C(C=C1)C#N)OC